Aminohippurat NC(C(=O)[O-])NC(=O)C1=CC=CC=C1